3,4,5,4'-tetrahydroxystilbene OC=1C=C(C=C(C1O)O)C=CC1=CC=C(C=C1)O